Methyl-Cyclohexyldimethoxysilane C[Si](OC)(OC)C1CCCCC1